ClC=1C=C(C(=O)NC2=C(SC=C2)C(=O)NCCC2=C(C=CC=C2)F)C=CC1O 3-(3-chloro-4-hydroxybenzamido)-N-(2-fluorophenethyl)thiophene-2-carboxamide